2,6-bis(3-methylimidazolium-1-yl)pyridine C[N+]1=CN(C=C1)C1=NC(=CC=C1)N1C=[N+](C=C1)C